methyl 3-(5-((dimethyl(oxo)-λ6-sulfanylidene)carbamoyl)-1,3-dioxoisoindolin-2-yl)-3',4'-difluoro-[1,1'-biphenyl]-4-carboxylate CS(=O)(C)=NC(=O)C=1C=C2C(N(C(C2=CC1)=O)C=1C=C(C=CC1C(=O)OC)C1=CC(=C(C=C1)F)F)=O